C1(CC1)C1=CC(=C(C=C1)N(C(=O)C1=CN=CN1)C(C(=O)NC1CCC(CC1)(F)F)C=1C=NC=C(C1)F)F N-(4-cyclopropyl-2-fluorophenyl)-N-(2-((4,4-difluorocyclohexyl)amino)-1-(5-fluoropyridin-3-yl)-2-oxoethyl)-1H-imidazole-5-carboxamide